C(C)OC=1N=NN(C1)[C@H](C(=O)O)[C@H](CC)C (2S,3S)-2-(4-ethoxytriazol-1-yl)-3-methyl-pentanic acid